2-fluoro-4-[3-(1-quinolin-6-ylcyclopropyl)imidazo[1,2-a]pyrimidin-6-yl]benzoic Acid FC1=C(C(=O)O)C=CC(=C1)C=1C=NC=2N(C1)C(=CN2)C2(CC2)C=2C=C1C=CC=NC1=CC2